4-(8-fluoro-7-methyl-imidazo[1,2-a]pyridin-3-yl)-7-[[5-[(2R)-2-(1-hydroxy-1-methyl-ethyl)morpholin-4-yl]-2-pyridyl]amino]-2,3-dihydropyrrolo[3,4-c]pyridin-1-one FC=1C=2N(C=CC1C)C(=CN2)C2=NC=C(C1=C2CNC1=O)NC1=NC=C(C=C1)N1C[C@@H](OCC1)C(C)(C)O